COC1=CC=C(C=C1)CCC=1C(N1)C#N 3-[2-(4-methoxyphenyl)ethyl]-2H-azirene-2-carbonitrile